11-bromo-3,6,9-trioxaundecanon BrCCOCCOCCOC(C)=O